CS(=O)(=O)NC1=NC(=CC(=C1)C=1C=C(C=CC1C)NC(=O)N1C[C@@H](CC1)CC(F)(F)F)N1CCOCC1 (3S)-N-[3-[2-methanesulfonamido-6-(morpholin-4-yl)pyridin-4-yl]-4-methylphenyl]-3-(2,2,2-trifluoroethyl)pyrrolidine-1-carboxamide